(S)-7-((S)-5-Chloro-6-methyl-2-phenyl-2-((S)-tetrahydropyrrol-2-yl)-2,3-dihydrobenzofuran-4-yl)-8-fluoro-3-oxo-3,4-dihydro-2H-benzo[b][1,4]oxazine-6-carboxamide ClC=1C(=CC2=C(C[C@@](O2)([C@H]2NCCC2)C2=CC=CC=C2)C1C=1C(=CC2=C(OCC(N2)=O)C1F)C(=O)N)C